N12C[C@H](C(CC1)CC2)OC(N[C@@H]2C(CC1=CC(=CC=C21)C2=CC(=C(C(=C2)C)OCCC)C)(C)C)=O (S)-quinuclidin-3-yl((R)-5-(3,5-dimethyl-4-propoxyphenyl)-2,2-dimethyl-2,3-dihydro-1H-inden-1-yl)carbamate